butyl (S)-5-amino-4-(5-(1-aminoisoquinolin-3-yl)-1-oxoisoindolin-2-yl)-5-oxopentanoate NC([C@H](CCC(=O)OCCCC)N1C(C2=CC=C(C=C2C1)C=1N=C(C2=CC=CC=C2C1)N)=O)=O